C(C)[Si](COC)(COC)CC diethyl-bis(methoxymethyl)silane